BrC1=C(C(=CC=C1)C(O)C1=C(C=C(C=C1)Cl)F)O 2-bromo-6-[(4-chloro-2-fluorophenyl)(hydroxy)methyl]phenol